tetramethyl-tetraoleyl-spermine CN(CCCN(CCCCN(CCC(N(CCCCCCCC\C=C/CCCCCCCC)CCCCCCCC\C=C/CCCCCCCC)(CCCCCCCC\C=C/CCCCCCCC)CCCCCCCC\C=C/CCCCCCCC)C)C)C